4-[3-[[(4S)-8-chlorochroman-4-yl]carbamoylamino]pyrazol-1-yl]-N,3-dimethyl-benzamide ClC=1C=CC=C2[C@H](CCOC12)NC(=O)NC1=NN(C=C1)C1=C(C=C(C(=O)NC)C=C1)C